C(\C=C\C(=O)OC1CCCCC1)(=O)OC1CCCCC1 dicyclohexyl trans-butenedioate